(4-hydroxy-3-methylphenyl)piperidine-1-carboxylic acid tert-butyl ester C(C)(C)(C)OC(=O)N1C(CCCC1)C1=CC(=C(C=C1)O)C